ClC1=C(COC=2C=C3CCC(C3=C(C2)C)N2CCC(CC2)C(=O)O)C(=CC=C1)Cl 1-(5-((2,6-dichloro-benzyl)oxy)-7-methyl-2,3-dihydro-1H-inden-1-yl)piperidine-4-carboxylic acid